4-chloro-1-(2-methoxy-4-methylphenyl)-6-(trifluoromethyl)phthalazine ClC1=NN=C(C2=CC=C(C=C12)C(F)(F)F)C1=C(C=C(C=C1)C)OC